4,6-diformylhexanenitrile C(=O)C(CCC#N)CCC=O